CC=1N=CC=NC1 5-methylpyrazin